isoindolinone quinazolinecarboxylate N1=C(N=CC2=CC=CC=C12)C(=O)O.C1(NCC2=CC=CC=C12)=O